3-(5-(difluoromethyl)-1,3,4-thiadiazol-2-yl)-N-(1-(fluoromethyl)cyclopropyl)imidazo[1,5-a]pyridine FC(C1=NN=C(S1)C1N(C=C2N1C=CC=C2)C2(CC2)CF)F